7-methoxy-N-(4-methylthiophen-3-yl)-2-(tetrahydro-2H-pyran-4-yl)imidazo[1,2-a]pyridine-6-carboxamide COC1=CC=2N(C=C1C(=O)NC1=CSC=C1C)C=C(N2)C2CCOCC2